FC=1C=C(OC2CN(C2)C2=C(C=NN2C)C(=O)OCC)C=C(C1)C(F)(F)F Ethyl 5-(3-(3-fluoro-5-(trifluoromethyl)phenoxy)azetidin-1-yl)-1-methyl-1H-pyrazole-4-carboxylate